BrCC(CC)=O α-bromobutanone